F[C@H](CN1CCC(CC1)C(=O)NC=1N=CC2=CC=C(C=C2C1)C=1N=NN(C1)C)C (S)-1-(2-fluoropropyl)-N-(6-(1-methyl-1H-1,2,3-triazol-4-yl)isoquinolin-3-yl)piperidine-4-carboxamide